ClC=1C(=NNC1)CN1CC2(CC1)C(N(CC1=C2N=C(N=C1)NCC1CC1)C=1C=NOC1)=O 1'-((4-chloro-1H-pyrazol-3-yl)methyl)-2-((cyclopropylmethyl)amino)-6-(isoxazol-4-yl)-5H-spiro[pyrido[4,3-d]pyrimidin-8,3'-pyrrolidin]-7(6H)-one